benzyl (2S)-2-(cyanomethyl)-4-[8-(2-fluoro-6-nitrophenyl)-2-[[(2S)-1-methylpyrrolidin-2-yl]methoxy]-5,6,7,9-tetrahydropyrimido[4,5-c]azepin-4-yl]piperazine-1-carboxylate C(#N)C[C@@H]1N(CCN(C1)C1=NC(=NC=2CN(CCCC21)C2=C(C=CC=C2[N+](=O)[O-])F)OC[C@H]2N(CCC2)C)C(=O)OCC2=CC=CC=C2